C(#N)CNC(=O)C1=CN=C2N1C=C(C=C2N2CCC1(COC1)CC2)S(NC2(CC2)C)(=O)=O N-(cyanomethyl)-6-(N-(1-methylcyclopropyl)sulfamoyl)-8-(2-oxa-7-azaspiro[3.5]nonan-7-yl)imidazo[1,2-a]pyridine-3-carboxamide